CN1N=CC(=C1)C=1C=C2CC(CC2=CC1)NC1=NC=C(C=N1)C1=NN=C(O1)CC(=O)O 2-(5-(2-((5-(1-methyl-1H-pyrazol-4-yl)-2,3-dihydro-1H-inden-2-yl)amino)pyrimidin-5-yl)-1,3,4-oxadiazol-2-yl)acetic acid